tert-butyl N-[(S)-2-[methoxy(methyl)amino]-2-oxo-1-[[(3S)-2-oxopyrrolidin-3-yl]methyl]ethyl]carbamate CON(C([C@H](C[C@H]1C(NCC1)=O)NC(OC(C)(C)C)=O)=O)C